(+)-2-Fluoro-6-(2-methyl-5,6,7,8-tetrahydronaphthalen-1-yl)phenyl 4-methylbenzenesulfonate CC1=CC=C(C=C1)S(=O)(=O)OC1=C(C=CC=C1C1=C(C=CC=2CCCCC12)C)F